biphenyl-4-yl-(p-biphenyl) C1(=CC=C(C=C1)C1=C(C=CC=C1)C1=CC=CC=C1)C1=CC=CC=C1